C(=O)O.C1CCN2C1=C(C=1C=CC=CC21)C(=O)OC2C[C@H]1CCC[C@@H](C2)N1C endo-(1R,3r,5S)-9-methyl-9-azabicyclo[3.3.1]nonan-3-yl 2,3-dihydro-1H-pyrrolo[1,2-a]indole-9-carboxylate formate